tert-butyl-2-(pyrimidin-4-yl)-1,7-naphthyridin-4-amine C(C)(C)(C)C=1C(=NC2=CN=CC=C2C1N)C1=NC=NC=C1